NC1=NN2C(C=C(C=C2)C=2C=CC=C(C2)C(CC[N-]C(=O)OC(C)C)C)=N1 5-(2-amino-[1,2,4]triazolo[1,5-a]pyridin-7-yl)-N-(3-phenylbutyl)-2-propoxycarbonylamide